neopentyl glycol diacrylate C(C=C)(=O)OCC(C)(COC(C=C)=O)C